C(#N)C1=C(C=CC=C1)C1=CC(=CC=C1)C(CC(=O)O)NC([C@H](CC(C)C)N1C=NC2=CC=CC=C2C1=O)=O 3-(2'-cyanobiphenyl-3-yl)-3-((S)-4-methyl-2-(4-oxoquinazolin-3(4H)-yl)pentanamido)propanoic acid